3-(furan-2-yl)-5-fluoro-uracil O1C(=CC=C1)N1C(NC=C(C1=O)F)=O